(2-chloro-4-fluoro-phenyl)-2-fluoro-propionic acid ClC1=C(C=CC(=C1)F)C(C(=O)O)(C)F